FC(C=1C=CC(=C(C(=O)O)C1)C)(F)F.C(N)(OC1=C(SC=C1)C)=O 2-methylthiophenyl carbamate (5-(trifluoromethyl) methyl benzoate)